4-hydroxypyrrolidine-1,2-dicarboxylic acid 1-(tert-butyl) 2-methyl ester COC(=O)C1N(CC(C1)O)C(=O)OC(C)(C)C